CN1C(CCC1)C=1N=C2N(C=C(C=C2)NC(=O)C=2N=C3N(C=CN=C3)C2)C1 N-[2-(1-methylpyrrolidin-2-yl)imidazo[1,2-a]pyridin-6-yl]imidazo[1,2-a]pyrazine-2-carboxamide